2-(4-methoxyphenylamino)propanhydrazide COC1=CC=C(C=C1)NC(C(=O)NN)C